O1C(=NC2=C1C=CC=C2)C([C@H](C[C@H]2C(NCC2)=O)NC([C@H](CCCC)NC(O)=O)=O)=O ((S)-1-(((S)-1-(benzo[d]oxazol-2-yl)-1-oxo-3-((S)-2-oxopyrrolidin-3-yl)propan-2-yl)amino)-1-oxohexane-2-yl)carbamic acid